O=C1NC(CCC1N1C(C2=CC=C(C=C2C1=O)C1=NC=C(N=C1)N1CCN(CC1)CCOC1=CC=C(C=C1)\C(=C(\CC)/C1=CC=CC=C1)\C1=CC=C(C=C1)O)=O)=O (Z)-2-(2,6-dioxopiperidin-3-yl)-5-(5-(4-(2-(4-(1-(4-hydroxyphenyl)-2-phenylbut-1-en-1-yl)phenoxy)ethyl)piperazin-1-yl)pyrazin-2-yl)isoindoline-1,3-dione